4-hydroxy-1,5-dimethylpyridine OC1=CCN(C=C1C)C